BrC1=CN=C2C=CC(=NC2=C1)C1=C(N=CN1COCC[Si](C)(C)C)C1=C(C=CC(=C1)Cl)F 7-bromo-2-(4-(5-chloro-2-fluorophenyl)-1-((2-(trimethylsilyl)ethoxy)methyl)-1H-imidazol-5-yl)-1,5-naphthyridine